O[C@H]([C@@H]([C@H](N)C(=O)O)C)C (2S,3r,4S)-4-hydroxyisoleucine